3,7-dihydroxy-9-methoxy-1-methyl-6H-dibenzo[b,d]Pyran-6-one OC=1C=C(C2=C(OC(C3=C2C=C(C=C3O)OC)=O)C1)C